N-amino-N-methyl-formamide NN(C=O)C